7-Chloro-1-(2-methoxypyridin-3-yl)-1,4-dihydroquinoxaline-2,3-dione ClC1=CC=C2NC(C(N(C2=C1)C=1C(=NC=CC1)OC)=O)=O